ClC[Si](OC)(OC)C (chloromethyl)(methyl)dimethoxysilane